4-methyl-3H-1,3-benzoxazole-2-thione CC1=CC=CC2=C1NC(O2)=S